C1(=CC=CC=C1)[C@@H]1[C@H](C1)C=1C=C(N=NC1)C=1C(NC(NC1)=O)=O 5-(5-((1S,2S)-2-phenylcyclopropyl)pyridazin-3-yl)pyrimidine-2,4(1H,3H)-dione